N1=CC(=CC=C1)CCCC=O 4-(pyridin-3-yl)-1-butanal